5-(2-((1R,5S)-8-(7-(3-hydroxynaphthalen-1-yl)-2-(((S)-1-methylpyrrolidin-2-yl)methoxy)quinazolin-4-yl)-3,8-diazabicyclo[3.2.1]octan-3-yl)-2-oxoethyl)thiazolidine-2,4-dione OC=1C=C(C2=CC=CC=C2C1)C1=CC=C2C(=NC(=NC2=C1)OC[C@H]1N(CCC1)C)N1[C@H]2CN(C[C@@H]1CC2)C(CC2C(NC(S2)=O)=O)=O